[Al].[Mn].[Ni] Nickel-Manganese-Aluminum